CC1(OCC[C@@H](C1)C1=NC2=C(C=C(C=C2C=C1)CN1C[C@H]([C@@H](C1)COC)OC=1C=C2CN(C(C2=CC1)=O)[C@@H]1C(NC(CC1)=O)=O)F)C (S)-3-(5-(((3S,4S)-1-((2-((S)-2,2-dimethyltetrahydro-2H-pyran-4-yl)-8-fluoroquinolin-6-yl)methyl)-4-(methoxymethyl)pyrrolidin-3-yl)oxy)-1-oxoisoindolin-2-yl)piperidine-2,6-dione